ClC1=CC=C(C(=C1NC(=O)C1=C(N(C=C1)S(=O)(=O)C1=CC=C(C)C=C1)/N=C/N(C)C)C)OC (E)-N-(6-chloro-3-methoxy-2-methylphenyl)-2-(((dimethylamino)methylene)amino)-1-tosyl-1H-pyrrole-3-carboxamide